CN1C[P@](SCC1)(=O)N[C@@H](C)C(=O)OC(C)C Isopropyl ((R)-4-Methyl-2-Oxido-1,4,2-Thiazaphosphinan-2-Yl)-L-Alaninate